(3-Fluoro-5-(furan-2-yl)phenyl)methanamine FC=1C=C(C=C(C1)C=1OC=CC1)CN